(S)-4-(furo[3,2-c]pyridin-4-yl)-N-[1-(1-methyl-1H-tetrazol-5-yl)pyrrolidin-3-yl]benzamide O1C=CC=2C(=NC=CC21)C2=CC=C(C(=O)N[C@@H]1CN(CC1)C1=NN=NN1C)C=C2